lithium 4-vinylbenzenesulfinate C(=C)C1=CC=C(C=C1)S(=O)[O-].[Li+]